ClC1=CC=C(C=C1)C1=N[C@H](C=2N(C3=C1C(=C(S3)C)C)C(=NN2)C)CC(=O)N2CCN(CC2)CC2=CC=C(C=C2)N2C(NC(CC2)=O)=O (S)-1-(4-((4-(2-(4-(4-chlorophenyl)-2,3,9-trimethyl-6H-thieno[3,2-f][1,2,4]triazolo[4,3-a][1,4]diazepine-6-yl)acetyl)piperazin-1-yl)methyl)phenyl)dihydropyrimidine-2,4(1H,3H)-dione